1-(4-ethylphenyl)-N-methylmethylamine C(C)C1=CC=C(C=C1)CNC